1-acryloyloxyethyl-3,3-dimethylspiro[indoline-2,3'-[3H]-naphtho[2,1-b](1,4)oxazine] C(C=C)(=O)OC(C)C1=NC2=C(OC13NC1=CC=CC=C1C3(C)C)C=CC3=CC=CC=C32